4-((hept-6-ynoyloxy)methyl)-2-methyl-5-(((prop-2-yn-1-ylcarbamoyl)oxy)methyl)pyridin-3-yl (Z)-7-((1R,2R,3R,5S)-3,5-dihydroxy-2-((R)-3-hydroxy-5-phenylpentyl)cyclopentyl)hept-5-enoate O[C@H]1[C@@H]([C@H]([C@H](C1)O)C\C=C/CCCC(=O)OC=1C(=NC=C(C1COC(CCCCC#C)=O)COC(NCC#C)=O)C)CC[C@H](CCC1=CC=CC=C1)O